6-((2-ethyl-4'-(1,1,1,3,3,3-hexafluoro-2-hydroxypropan-2-yl)-[1,1'-biphenyl]-4-yl)methyl)-2-thia-6-azaspiro[3.3]heptane 2,2-dioxide C(C)C1=C(C=CC(=C1)CN1CC2(CS(C2)(=O)=O)C1)C1=CC=C(C=C1)C(C(F)(F)F)(C(F)(F)F)O